CC(C)N1C(C2(CC1)CCCCC2)=O (5S,8S)-2-(propan-2-yl)-2-azaspiro[4.5]decan-1-one